[(3S)-6-Chlorochroman-3-yl]-[1-[2-(dimethylamino)ethyl]-6-(5-methoxy-1H-pyrazol-4-yl)indol-3-yl]methanone ClC=1C=C2C[C@@H](COC2=CC1)C(=O)C1=CN(C2=CC(=CC=C12)C=1C=NNC1OC)CCN(C)C